(R)-(2-Oxocyclopentyl)carbamic acid tert-butyl ester C(C)(C)(C)OC(N[C@H]1C(CCC1)=O)=O